6,7-dimethyl-2-((2S)-2-(1-methyl-1H-pyrazol-4-yl)-4-morpholinyl)-4-(cis-4-(trifluoromethyl)cyclohexyl)pteridine CC=1N=C2C(=NC(=NC2=NC1C)N1C[C@@H](OCC1)C=1C=NN(C1)C)[C@@H]1CC[C@@H](CC1)C(F)(F)F